4-amino-1,3-dihydro-2H-imidazo[4,5-c]pyridine NC1=NC=CC2=C1NCN2